FC1=C(C=CC=C1)C=1N=CN(C(C1)=O)CC1(CCN(CC12CCCC2)C(=O)OC(C)(C)C)O tert-butyl 10-((4-(2-fluorophenyl)-6-oxopyrimidin-1(6H)-yl) methyl)-10-hydroxy-7-azaspiro[4.5]decane-7-carboxylate